ClC=1C=CC(=NC1)CN1C(=NC2=C1C=C(C(=C2)F)F)N2C[C@H](C(CC2)(F)F)N (3R)-1-(1-((5-Chloro-2-pyridinyl)methyl)-5,6-difluoro-1H-benzimidazol-2-yl)-4,4-difluoro-3-piperidinamin